C(CCC)[S](C1=C(C=2C(=NC(=CC2C=2C=NC=CC2)C=2SC=CN2)S1)N)[O] 2-(butyl(λ1-oxidanyl)-λ3-sulfanyl)-4-(pyridin-3-yl)-6-(thiazol-2-yl)thieno[2,3-b]pyridin-3-amine